3,3''-dihydroxy-[1,1':4',1''-terphenyl]-4,4''-dicarboxylic acid OC=1C=C(C=CC1C(=O)O)C1=CC=C(C=C1)C1=CC(=C(C=C1)C(=O)O)O